7-(4-chlorobenzyl)-8-(1-fluoro-4-(trifluoromethyl)cyclohexyl)-1-(3-hydroxypropyl)-3-methyl-3,7-dihydro-1H-purine-2,6-dione ClC1=CC=C(CN2C(=NC=3N(C(N(C(C23)=O)CCCO)=O)C)C2(CCC(CC2)C(F)(F)F)F)C=C1